CN1C=CC2=C1C(N(N=C2)CC(=O)N[C@@H](C)C2=CC=C(C=C2)C([2H])([2H])[2H])=O (S)-2-(1-methyl-7-oxo-1,7-dihydro-6H-pyrrolo[2,3-d]pyridazin-6-yl)-N-(1-(4-(methyl-d3)phenyl)ethyl)acetamide